B([O-])([O-])[O-].FC1=C(C(=C(C(=C1[Pd+])F)F)F)F.FC1=C(C(=C(C(=C1[Pd+])F)F)F)F.FC1=C(C(=C(C(=C1[Pd+])F)F)F)F (pentafluorophenyl)palladium borate